(1R,2S)-2-aminocyclopentan NC1CCCC1